N1C=NC2=C1C=CC(=C2)N2C([C@@H]([C@@H]2C2=C(C=C(C=C2F)C2=NC=CN=C2)F)C2CC2)=O (3R,4R)-1-(1H-benzo[d]imidazol-5-yl)-3-cyclopropyl-4-(2,6-difluoro-4-(pyrazin-2-yl)phenyl)azetidin-2-one